2-methyl-N-[3-chloro-4-[4-[2-(dimethylamino)ethyl]piperazine-1-carbonyl]phenyl]-5-(3-fluoro-4-methoxy-phenyl)-imidazole CC=1N(C(=CN1)C1=CC(=C(C=C1)OC)F)C1=CC(=C(C=C1)C(=O)N1CCN(CC1)CCN(C)C)Cl